FC1=C(OP(=O)(OC2=CC=CC=C2)N[C@H](C(=O)OC(C)C)C)C(=C(C(=C1F)F)F)F (2S)-isopropyl 2-(((perfluorophenoxy)(phenoxy)phosphoryl)amino)propanoate